isoamyl-2-(methylthio)-1H-imidazole-1-carboxamide C(CC(C)C)C=1N=C(N(C1)C(=O)N)SC